COC(=O)C=1C(OC2=C(C=CC=C2C1C(C)C)C1=CC(=CC(=C1)Cl)Cl)=O 8-(3,5-dichlorophenyl)-4-isopropyl-2-oxo-2H-chromene-3-carboxylic acid methyl ester